Cl.FC=1C(=C(C=CC1F)[C@H]1[C@@H](CO[C@](C1)(C(F)(F)F)C)C=1NC2=CC=NC(=C2C(C1)=O)C=1N=NN(C1C)C)OC 2-((3R,4R,6R)-4-(3,4-difluoro-2-methoxyphenyl)-6-methyl-6-(trifluoromethyl)tetrahydro-2H-pyran-3-yl)-5-(1,5-dimethyl-1H-1,2,3-triazol-4-yl)-1,6-naphthyridin-4(1H)-one hydrochloride